OC(CC)(CC)C1=CC=C(CN2C(N(C=3N=CN(C3C2=O)C)C)=O)C=C1 1-(4-(3-hydroxypentan-3-yl)benzyl)-3,7-dimethyl-1H-purine-2,6(3h,7H)-dione